ethyl 3-cyano-2-(1-hydroxy-1-methyl-ethyl)pyrazolo[1,5-a]pyrimidine-7-carboxylate C(#N)C=1C(=NN2C1N=CC=C2C(=O)OCC)C(C)(C)O